3-(4-(2-(2-chlorophenyl)imidazo[4,5-d]pyrrolo[2,3-b]pyridin-1(6H)-yl)-1H-pyrazol-1-yl)propionitrile ClC1=C(C=CC=C1)C1=NC=2C(=C3C(=NC2)NC=C3)N1C=1C=NN(C1)CCC#N